(+/-)-isopropyl (1S,3S)-3-((2-cyano-6-(5-(((cyclobutyl(methyl)carbamoyl) oxy)methyl)-1-methyl-1H-pyrazol-4-yl)pyridin-3-yl)oxy)cyclohexane-1-carboxylate C(#N)C1=NC(=CC=C1O[C@@H]1C[C@H](CCC1)C(=O)OC(C)C)C=1C=NN(C1COC(N(C)C1CCC1)=O)C |r|